5-ethynyl-6-fluoro-4-(8-fluoro-2-((2-fluoro-2-methyltetrahydro-1H-pyrrolizin-7a(5H)-yl)methoxy)-4-(1,4-oxazepan-4-yl)pyrido[4,3-d]pyrimidin-7-yl)naphthalen-2-ol C(#C)C1=C2C(=CC(=CC2=CC=C1F)O)C1=C(C=2N=C(N=C(C2C=N1)N1CCOCCC1)OCC12CCCN2CC(C1)(C)F)F